[C@@H]1([C@H](CCCC1)N)N (1R,2S)-cyclohexane-1,2-diamine